COC([C@H](CN1C(NC=C1)=O)NC(=O)OCC1C2=CC=CC=C2C=2C=CC=CC12)=O.C(C1=CC=CC=C1)OCC1=CC=C(C=C1)CC(C)C 1-((benzyloxy)methyl)4-isobutylbenzene methyl-(S)-2-((((9H-fluoren-9-yl)methoxy)carbonyl)amino)-3-(2-oxo-2,3-dihydro-1H-imidazol-1-yl)propanoate